COC1=CC=C(CN2N=NN=C2N)C=C1 1-(4-methoxybenzyl)-1H-tetrazol-5-amine